F[C@@H]1[C@@H](CC[C@H](C1)NCC1=CC=CC=2N1N=CC2)NCC2=CN=C(S2)C2=NC=CC=N2 (1R,2S,4R)-2-Fluoro-N4-(pyrazolo[1,5-a]pyridin-7-ylmethyl)-N1-((2-(pyrimidin-2-yl)thiazol-5-yl)methyl)cyclohexane-1,4-diamine